ClC1=CC2=C(NC3=C(C=C(C=C23)F)N(C(OC(C)(C)C)=O)C)N=C1 tert-Butyl N-(3-chloro-6-fluoro-9H-pyrido[2,3-b]indol-8-yl)-N-methylcarbamate